S(=O)(=O)([O-])[O-].[Pd+2].C(CN)N ethylenediamine palladium (ii) sulfate